diiron magnesium tetraoxide [O-]OO[O-].[Mg+2].[Fe+2].[Fe+2].[O-]OO[O-].[O-]OO[O-]